ClC=1C=CC=C2C(=CNC12)CC1C(N(C(N1)=O)C)=O 5-((7-Chloro-1H-indol-3-yl)methyl)-3-methylimidazolidine-2,4-dione